4-bromo-1H-pyrrolo[2,3-b]Pyridine 7-oxide BrC1=C2C(=[N+](C=C1)[O-])NC=C2